(R)-3-((tert-butoxycarbonyl)amino)-3-(3-chlorophenyl)propanoic acid C(C)(C)(C)OC(=O)N[C@H](CC(=O)O)C1=CC(=CC=C1)Cl